BrC=1C=NC(=NC1)N1CC(CCC1)S(=O)(=O)\C=C\C (E)-5-bromo-2-(3-(prop-1-en-1-ylsulfonyl)piperidin-1-yl)pyrimidine